(2S,4R)-1-[(2S)-2-[4-[(6-aminopurin-9-yl)methyl]triazol-1-yl]-3,3-dimethyl-butanoyl]-4-hydroxy-N-methyl-pyrrolidine-2-carboxamide NC1=C2N=CN(C2=NC=N1)CC=1N=NN(C1)[C@H](C(=O)N1[C@@H](C[C@H](C1)O)C(=O)NC)C(C)(C)C